N=1CCCC1C=1C(=NN(C1)C)C (3,4-dihydro-2H-pyrrol-5-yl)-1,3-dimethyl-1H-pyrazole